N-(((1r,4r)-4-aminocyclohexyl)methyl)-4-(2,6-dimethylmorpholino)-5-fluoro-2-methylaniline NC1CCC(CC1)CNC1=C(C=C(C(=C1)F)N1CC(OC(C1)C)C)C